(6R,7R)-7-[[(2-amino-4-thiazolyl)-[(1-carboxy-1-methylethoxy)imino]acetyl]amino]-2-carboxy-8-oxo-5-thia-1-azabicyclo[4.2.0]oct-2-ene NC=1SC=C(N1)C(C(=O)N[C@H]1[C@H]2SCC=C(N2C1=O)C(=O)O)=NOC(C)(C)C(=O)O